ClC=1C=C(C=CC1)NC(=O)NC1=CC=C(C=C1)C 1-(3-chlorophenyl)-3-(p-tolyl)urea